ClC1=C(C=CC(=C1)Cl)C(C(=O)NCC1=CC=NC=C1)NCCC1CCNCC1 2-(2,4-dichlorophenyl)-2-[(2-piperidine-4-ylethyl)-amino]-N-(pyridine-4-ylmethyl)acetamid